FC=1C=C2C(=NC1)CN(C2=O)C=2C=NC(=CC2)N[C@@H]2C[C@H](CC2)NC2=NN1C(C=C(C=C1)C(F)(F)F)=N2 3-Fluoro-6-(6-(((1S,3S)-3-((7-(trifluoromethyl)-[1,2,4]triazolo[1,5-a]pyridin-2-yl)amino)cyclopentyl)amino)pyridin-3-yl)-6,7-dihydro-5H-pyrrolo[3,4-b]pyridin-5-one